[F-].C(CCCCCCCCCCC)[NH+]1CC(CC1)CC 1-dodecyl-3-ethylpyrrolidinium fluoride salt